N-((1S,2S)-2-Aminocyclopentyl)-5-(2-methyl-4-phenoxyphenyl)-4-oxo-4,5-dihydro-3H-1-thia-3,5,8-triazaacenaphthylene-2-carboxamide N[C@@H]1[C@H](CCC1)NC(=O)C=1SC=2N=CC=C3N(C(NC1C23)=O)C2=C(C=C(C=C2)OC2=CC=CC=C2)C